O=C1NC(CCC1N1C(C2=C3C(C(=CC=C13)CC1CCN(CC1)C(=O)OC(C)(C)C)=CC=C2)=O)=O tert-butyl 4-[[1-(2,6-dioxo-3-piperidyl)-2-oxo-benzo[cd]indol-6-yl]methyl]piperidine-1-carboxylate